5-bromo-4-chloro-6-iodothieno[2,3-d]pyrimidineid BrC1=C(SC=2N=[C-]N=C(C21)Cl)I